C1(CCC1)C=1C(=NN(C1C1=C(N=C(S1)C)C)C)NC(=O)C1(CC1)C(F)(F)F N-(4-cyclobutyl-5-(2,4-dimethylthiazol-5-yl)-1-methyl-1H-pyrazol-3-yl)-1-(trifluoromethyl)cyclopropane-1-carboxamide